C1=CC=CC=2C3=CC=CC=C3C(C12)COC(NCCOCCOCCC)=O 1-(9H-fluoren-9-yl)-3-oxo-2,7,10-trioxa-4-azatridecane